4-[4-iodo-3-(tetrahydro-pyran-2-yloxymethyl)-phenoxy]-benzonitrile IC1=C(C=C(OC2=CC=C(C#N)C=C2)C=C1)COC1OCCCC1